[F-].[Sc+3].OC1=C(C=C(CCC2=CC(=C(C(=C2)OC)OC)OC)C=C1)OC.[F-].[F-] 4'-hydroxy-3,3',4,5-tetramethoxyl-bibenzyl scandium fluoride salt